N-(7-chloro-3-(2-chloro-5-fluorobenzoyl)-4-cyanonaphthalen-2-yl)-4-methylbenzenesulfonamide ClC1=CC=C2C(=C(C(=CC2=C1)NS(=O)(=O)C1=CC=C(C=C1)C)C(C1=C(C=CC(=C1)F)Cl)=O)C#N